butyl-3-((6-chloro-3-methylpyridin-2-yl)carbamoyl)-5-methyl-2-azabicyclo[3.1.0]hexane C(CCC)C12NC(CC2(C1)C)C(NC1=NC(=CC=C1C)Cl)=O